CN(C)C=C1C(=NNC1=O)C 4-[(dimethylamino)methylene]-3-methyl-1H-pyrazol-5(4H)-one